P(=O)(OCC(OC(C(=C)C)=O)C)([O-])[O-] methyl-(2-methacryloyloxyethyl) phosphate